FC1=C(C(=O)N(CC2COCC2)C)C(=CC(=C1)C1=CN(C2=NC=C(N=C21)C=2C=C1CCN(CC1=C(C2)OC)C)S(=O)(=O)C2=CC=C(C)C=C2)F 2,6-difluoro-4-(2-(8-methoxy-2-methyl-1,2,3,4-tetrahydroisoquinolin-6-yl)-5-tosyl-5H-pyrrolo[2,3-b]pyrazin-7-yl)-N-methyl-N-((tetrahydrofuran-3-yl)methyl)benzamide